(3-(7,7-difluoro-2-((2S,3R)-3-fluoro-2-methylazetidin-1-yl)-6,7-dihydro-5H-cyclopenta[d]pyrimidin-4-yl)phenyl)(imino)(methyl)-λ6-sulfanone FC1(CCC2=C1N=C(N=C2C=2C=C(C=CC2)S(=O)(C)=N)N2[C@H]([C@@H](C2)F)C)F